2-[2-[2-chloro-3-[2-[1,3-dihydro-3,3-dimethyl-1-(4-sulfobutyl)-2H-indol-2-ylidene]ethylidene]-1-cyclohexen-1-yl]ethenyl]-3,3-dimethyl-1-(4-sulfobutyl)-3H-indolium sodium salt [Na+].ClC1=C(CCCC1=CC=C1N(C2=CC=CC=C2C1(C)C)CCCCS(=O)(=O)O)C=CC1=[N+](C2=CC=CC=C2C1(C)C)CCCCS(=O)(=O)O